C1(=CC=CC=C1)S(=O)(=O)NC=1C=C(C=CC1)/C=C/[C@@H](CCOC1=C(C=CC=C1)CCC(=O)OC(C)C)O propan-2-yl 3-[2-[(E,3R)-5-[3-(benzenesulfonamido)phenyl]-3-hydroxypent-4-enoxy]phenyl]propanoate